2-[7-(1,4-diazacycloheptan-1-yl)-2,3-dihydrobenzofuran-5-yl]-N4,6-dimethyl-pyrimidine-2,4-diamine N1(CCNCCC1)C1=CC(=CC=2CCOC21)C2(NC(=CC(=N2)NC)C)N